5-Methyl-1-(phenylmethyl)-N-{4-[(phenylmethyl)oxy]phenyl}-1H-1,2,3-triazole-4-carboxamide CC1=C(N=NN1CC1=CC=CC=C1)C(=O)NC1=CC=C(C=C1)OCC1=CC=CC=C1